1-oxyl-2,2,6,6-tetramethylpiperidin-4-yl undecanoate C(CCCCCCCCCC)(=O)OC1CC(N(C(C1)(C)C)O)(C)C